FC1=CC=CC2=C1N(C[C@@H]1[C@@H](C(N2C)=O)N(C(C1)=O)C1=NC(=CC(=C1)C(F)(F)F)C)CC#N 2-((3aR,11aS)-6-fluoro-10-methyl-1-(6-methyl-4-(trifluoromethyl)pyridin-2-yl)-2,11-dioxo-1,2,3,3a,4,10,11,11a-octahydro-5H-benzo[b]pyrrolo[2,3-f][1,4]diazocin-5-yl)acetonitrile